C(C)OC(=O)C1=NC(=NC(=C1)CBr)C1CC1.BrC=1SC=C(N1)C1=CC(=CC=C1)[N+](=O)[O-] 2-bromo-4-(3-nitrophenyl)thiazole ethyl-6-(bromomethyl)-2-cyclopropylpyrimidine-4-carboxylate